C(#N)C1=CC(=C2C=CNC2=C1)F 6-cyano-4-fluoro-indole